CC=1C(C=2CCCCC2C1)[Li] (2-methyl-4,5,6,7-tetrahydro-1H-inden-1-yl)lithium